(E)-1-(((R)-tert-butylsulfinyl)imino)-2-(hydroxymethyl)-8-azaspiro[4.5]decane-8-carboxylic acid tert-butyl ester C(C)(C)(C)OC(=O)N1CCC/2(CCC(\C2=N/[S@](=O)C(C)(C)C)CO)CC1